tert-butyl 4-[2-(2-bromoethoxy)ethoxy]piperidine-1-carboxylate BrCCOCCOC1CCN(CC1)C(=O)OC(C)(C)C